(3S)-1-amino-6-chloro-5-(3-fluoro-6-methoxy-2-pyridyl)-3-methyl-7-(trifluoromethyl)-3H-1,4-benzodiazepin-2-one NN1C([C@@H](N=C(C2=C1C=CC(=C2Cl)C(F)(F)F)C2=NC(=CC=C2F)OC)C)=O